IC1=CC=C(OCC(=O)NCCNC(CNCC(=O)OCC)=O)C=C1 ethyl 2-{(2-{(2-[2-(4-iodophenoxy)acetamido]ethyl)amino}-2-oxoethyl)amino}acetate